lauroyl lactyllactate sodium [Na].C(C(O)C)(=O)C(C(=O)OC(CCCCCCCCCCC)=O)(O)C